2-formylglycine ethyl ester C(C)OC(C(N)C=O)=O